C(C1=CC=CC=C1)OC1=NC(=CC=C1C1=NN(C2=C(C=CC=C12)N1CCC(CC1)[C@](C)(O)C1CCN(CC1)C(=O)OCC1=CC=CC=C1)C)OCC1=CC=CC=C1 benzyl (S)-4-(1-(1-(3-(2,6-bis(benzyloxy)pyridin-3-yl)-1-methyl-1H-indazol-7-yl)piperidin-4-yl)-1-hydroxyethyl)piperidine-1-carboxylate